5-(adamantan-1-yl)-2-methoxybenzaldehyde C12(CC3CC(CC(C1)C3)C2)C=2C=CC(=C(C=O)C2)OC